methoxy-(N-phenyl-2-aminoethoxy)dimethylsilane CO[Si](C)(C)OCCNC1=CC=CC=C1